ClC=1C=C(C(=C(C1)C1=NC=NN2C1=CC(=C2)CN2C(C1C(C1C2=O)(C)C)=O)CN2[C@H](CNCC2)C)C 3-((4-(5-chloro-3-methyl-2-(((S)-2-methylpiperazin-1-yl)methyl)phenyl)pyrrolo[2,1-f][1,2,4]triazin-6-yl)methyl)-6,6-dimethyl-3-azabicyclo[3.1.0]hexane-2,4-dione